tert-butyl N-[(R)-(7-bromo-2-hydroxy-1,5-naphthyridin-3-yl)-phenyl-methyl]carbamate N-[(1S)-3-[(5-bromo-2-formyl-3-pyridyl)amino]-3-oxo-1-phenyl-propyl]carbamate BrC=1C=C(C(=NC1)C=O)NC(C[C@@H](C1=CC=CC=C1)NC(O)=O)=O.BrC1=CN=C2C=C(C(=NC2=C1)O)[C@H](NC(OC(C)(C)C)=O)C1=CC=CC=C1